4,6-Dichloro-N-(m-tolyl)pyridineamide ClC1=CC(=NC(=C1)Cl)C(=O)NC=1C=C(C=CC1)C